ICCOCCOCC(=O)O 2-(2-(2-iodoethoxy)ethoxy)acetic acid